N-((3S,4S)-3-((6-(2,6-difluoro-3,5-dimethoxyphenyl)-8-(((1-methyl-1H-pyrazol-4-yl)methyl)amino)pyrido[3,4-d]pyrimidin-2-yl)amino)tetrahydro-2H-pyran-4-yl)acrylamide FC1=C(C(=C(C=C1OC)OC)F)C1=CC2=C(N=C(N=C2)N[C@@H]2COCC[C@@H]2NC(C=C)=O)C(=N1)NCC=1C=NN(C1)C